(5-(methylthio)-1,3,4-thiadiazol-2-yl)-2-(trifluoromethyl)benzamide CSC1=NN=C(S1)C=1C(=C(C(=O)N)C=CC1)C(F)(F)F